N,N-dimethyl-2-(4-(4-(2-(5-methyl-1,3,4-oxadiazol-2-yl)thieno[2,3-c]pyridin-4-yl)phenyl)-1H-pyrazol-1-yl)acetamide CN(C(CN1N=CC(=C1)C1=CC=C(C=C1)C1=C2C(=CN=C1)SC(=C2)C=2OC(=NN2)C)=O)C